isopropyl 4-(5-bromo-3,3-dimethyl-2,3-dihydro-1H-pyrrolo[3,2-b]pyridin-1-yl)-2-((4-fluoro-2-methoxy-5-nitrophenyl)amino)pyrimidine-5-carboxylate BrC1=CC=C2C(=N1)C(CN2C2=NC(=NC=C2C(=O)OC(C)C)NC2=C(C=C(C(=C2)[N+](=O)[O-])F)OC)(C)C